COC=1C=2N(C=C(C1)C1=NN(N=C1C)C1CCNCC1)N=CC2C#N 4-methoxy-6-(5-methyl-2-(piperidin-4-yl)-2H-1,2,3-triazol-4-yl)pyrazolo[1,5-a]pyridine-3-carbonitrile